methyl 5-(5-(2-(3-(2-amino-1H-benzo[d]imidazol-1-yl) azepan-1-yl) ethoxy)-1-methyl-1H-pyrazol-4-yl)-1-methyl-6-oxo-1,6-dihydropyridine-3-carboxylate NC1=NC2=C(N1C1CN(CCCC1)CCOC1=C(C=NN1C)C1=CC(=CN(C1=O)C)C(=O)OC)C=CC=C2